tert-butyl 4-(aminomethyl)-3,3-difluoropiperidine-1-carboxylate NCC1C(CN(CC1)C(=O)OC(C)(C)C)(F)F